[Si](C)(C)(C(C)(C)C)O[C@H](C)C1=CC=C(C=N1)NC(OC(C)(C)C)=O (R)-tert-butyl (6-(1-((tert-butyldimethylsilyl)oxy)ethyl)pyridin-3-yl)carbamate